COC(=O)C=1C=C(OC[C@H]2N(CC2)C(=O)OC(C)(C)C)C=CC1C (S)-tert-Butyl 2-((3-(methoxycarbonyl)-4-methyl phenoxy)methyl)azetidine-1-carboxylate